C(C)(C)C=1C=C(C=CC1)NC1=NC=2C(C3=CC=NC=C13)=NN1C2C=CN=C1 N-(3-isopropylphenyl)pyrimido[1',6':1,5]pyrazolo[4,3-c][2,7]naphthyridin-5-amine